(2-(allyloxy) ethan-1-yl) dichlorophosphite P(OCCOCC=C)(Cl)Cl